ClC=1C=C(C(=O)NCC2=NC(=NC(=C2)NC2=CC=C(C=C2)Cl)N2CCOCC2)C=CN1 2-Chloro-N-((6-((4-chlorophenyl)amino)-2-morpholinopyrimidin-4-yl)methyl)isonicotinamide